C(CCCCCCCCCCCC)(=O)O (1S)-Tridecanoic Acid